ONC(CCCCCCNC(C1=CC=C(C=C1)CC1=CN(C2=CC=C(C=C12)[N+](=O)[O-])CC1=CC=C(C=C1)C(F)(F)F)=O)=O N-(7-(hydroxyamino)-7-oxoheptyl)-4-((5-nitro-1-(4-(trifluoromethyl)benzyl)-1H-indol-3-yl)methyl)benzamide